FC=1C(=NC=CC1)COC=1C=CC2=C(C(=C(O2)C)C(=O)O)C1 5-((3-fluoropyridin-2-yl)methoxy)-2-methylbenzofuran-3-carboxylic acid